(S)-2-((tert-butoxycarbonyl)amino)-3-(4-(2-(tert-butyldiphenylsilyl)ethoxy)-3-iodo-phenyl)propionic acid C(C)(C)(C)OC(=O)N[C@H](C(=O)O)CC1=CC(=C(C=C1)OCC[Si](C1=CC=CC=C1)(C1=CC=CC=C1)C(C)(C)C)I